N1(CCOCC1)O morpholinol